CN1N=NC2=C1C=C(C=C2)C2=CNC=1N=C(N=CC12)NCC1CCN(CC1)C 5-(1-methyl-1H-benzo[d][1,2,3]triazol-6-yl)-N-((1-methylpiperidin-4-yl)methyl)-7H-pyrrolo[2,3-d]pyrimidin-2-amine